ClC1=CC(=C(C=C1)C1=CC=C(C=N1)C1CN(C1)C(=O)N1CC2(C1)CC(C2)C=2C=NC(=CC2)C(F)(F)F)S(=O)(=O)C [3-[6-(4-chloro-2-methylsulfonyl-phenyl)-3-pyridyl]azetidin-1-yl]-[6-[6-(trifluoromethyl)-3-pyridyl]-2-azaspiro[3.3]heptan-2-yl]methanone